C1(CC1)N1N=CC(=C1)C1=NC=CC(=N1)NC=1N=CC2=CC=CC(=C2C1)C(C)C 3-((2-(1-cyclopropyl-1H-pyrazol-4-yl)pyrimidin-4-yl)amino)-5-isopropylisoquinoline